FC1=CC(=CC2=C1N(C=N2)C)O 7-fluoro-1-methyl-benzimidazol-5-ol